hexahydro-2H-indole N1CCC2CCCC=C12